5-(4-fluoro-2-(2-methoxyethoxy)phenyl)isoindoline trifluoroacetic Acid Salt FC(C(=O)O)(F)F.FC1=CC(=C(C=C1)C=1C=C2CNCC2=CC1)OCCOC